4-chloro-N-(1-methylpiperidin-4-yl)-1,8-naphthyridin-2-amine ClC1=CC(=NC2=NC=CC=C12)NC1CCN(CC1)C